(2S,5R)-5-(2-chlorophenyl)-1-(3'-methyl-[1,1'-biphenyl]-4-carbonyl)pyrrolidine-2-carboxylic acid ClC1=C(C=CC=C1)[C@H]1CC[C@H](N1C(=O)C1=CC=C(C=C1)C1=CC(=CC=C1)C)C(=O)O